C[C@@H]1CN(C[C@@H](N1)C)C=1N=NC(=CN1)C1=C(C=C(C=C1)C1=CC2=CN(N=C2C(=C1)C#N)C)O 5-(4-{3-[(3r,5s)-3,5-dimethylpiperazin-1-yl]-1,2,4-triazin-6-yl}-3-hydroxyphenyl)-2-methyl-2H-indazole-7-carbonitrile